[Zn+2].O1C(=NC2=C1C=CC=C2)C2=C(C=CC=C2)O.O2C(=NC1=C2C=CC=C1)C1=C(C=CC=C1)O bis[2-(2-benzoxazolyl)phenol] zinc (II)